C(C)(=O)C=1C(=NC(=CC1)N1C=NC2=C1C=C(C=C2)NC=2N=NC(=CC2)C)N2N=C(C=C2)C#N 1-[3-acetyl-6-[6-[(6-methylpyridazin-3-yl)amino]benzimidazol-1-yl]-2-pyridyl]pyrazole-3-carbonitrile